NC=1NC(C2=C(N1)NC(=C2C2=C(C=CC=C2)OC(F)F)C2=CC=C(C=C2)S(=O)(=O)N(C)C)=O 4-(2-amino-5-(2-(difluoromethoxy)phenyl)-4-oxo-4,7-dihydro-3H-pyrrolo[2,3-d]pyrimidin-6-yl)-N,N-dimethylbenzenesulfonamide